ClC1=C(C=NN1CC(F)F)N 5-chloro-1-(2,2-difluoroethyl)-1H-pyrazol-4-amine